OCC1=NN(C(=C1I)C)CC(=O)OC methyl 2-[3-(hydroxymethyl)-4-iodo-5-methyl-pyrazol-1-yl]acetate